C(=O)C=1N=NN(C1)C1=CC(=C(C(=N1)C)C#N)C 6-(4-formyl-1H-1,2,3-triazol-1-yl)-2,4-dimethylpyridine-3-carbonitrile